[Pd].C1=CC=CC=2C3=CC=CC=C3NC12 carbazole palladium